(Z)-N'-hydroxy-2-(trifluoromethyl)isonicotinamidine O\N=C(\C1=CC(=NC=C1)C(F)(F)F)/N